C(=O)O.C12CNCC2C1C(=O)N 3-azabicyclo[3.1.0]hexane-6-carboxamide formate